tert-butyl (azetidin-3-ylmethyl)carbamate hydrochloride Cl.N1CC(C1)CNC(OC(C)(C)C)=O